[Zn].[Sn].[In] indium tin-zinc